(2-Fluoromethyl-pyridin-4-yl)-N'-isopropyl-6-(6-trifluoromethyl-pyridin-2-yl)-[1,3,5]triazine-2,4-diamine FCC1=NC=CC(=C1)NC1=NC(=NC(=N1)NC(C)C)C1=NC(=CC=C1)C(F)(F)F